(2,2-difluorobenzo[d][1,3]dioxol-5-yl)(4-(pyrazolo[1,5-a]pyridine-2-carbonyl)piperazin-1-yl)methanone FC1(OC2=C(O1)C=CC(=C2)C(=O)N2CCN(CC2)C(=O)C2=NN1C(C=CC=C1)=C2)F